2,5-diphenyl-3,4-benzofuran C1=CC=C(C=C1)C2=C3C=CC=CC3=C(O2)C4=CC=CC=C4